N-[4-(4-amino-7-{1-[(dimethylamino)carbonyl]piperidin-4-yl}pyrrolo[2,1-f][1,2,4]triazin-5-yl)-3-fluorophenyl]-1-(4-fluorophenyl)-2-oxo-1,2-dihydropyridine-3-carboxamide NC1=NC=NN2C1=C(C=C2C2CCN(CC2)C(=O)N(C)C)C2=C(C=C(C=C2)NC(=O)C=2C(N(C=CC2)C2=CC=C(C=C2)F)=O)F